O=C1C2=C(OC13CCNCC3)C=CC=C2 3-oxospiro[1-benzofuran-2,4'-piperidine]